2,4-diamino-6-hydroxy-5-nitropyrimidine NC1=NC(=C(C(=N1)N)[N+](=O)[O-])O